OCCN(C(CCCC(=O)N(CCO)CCO)=O)CCO N,N,N',N'-tetra(2-hydroxyethyl)glutaramide